C(CCC)C=1N(C2=C(C(=NC=3C=CC=CC23)N)N1)CC1=CC=C(C=C1)CNCCC1(CC1)C 2-butyl-1-(4-(((2-(1-methylcyclopropyl)ethyl)amino)methyl)benzyl)-1H-imidazo[4,5-c]quinolin-4-amine